Exo-N-(3-benzyl-3-azabicyclo[3.2.1]oct-8-yl)carbamic acid tert-butyl ester C(C)(C)(C)OC(NC1C2CN(CC1CC2)CC2=CC=CC=C2)=O